O1C(=CC2=C1C=CC=C2)C2=CC=C(C=C2)N(C2=CC=C(C=C2)C2=CC1=C(SC3=C1C=CC=C3)C=C2)C2=CC=C(C=C2)C=2SC3=C(N2)C=CC=C3 (4-Benzofuran-2-yl-phenyl)-(4-benzothiazol-2-yl-phenyl)-(4-dibenzothiophen-2-yl-phenyl)amine